3,7,4'-Trihydroxyflavone OC1=C(OC2=CC(=CC=C2C1=O)O)C1=CC=C(C=C1)O